ClC1=CC=C(C=C1)C1=NN(C[C@H]1C1=CC=CC=C1)C1=NN(C(N1CC(=O)OCC)=O)[C@@H](C)C1=CC=C(C=C1)Cl ethyl 2-[3-[(4R)-3-(4-chlorophenyl)-4-phenyl-4,5-dihydropyrazol-1-yl]-1-[(1S)-1-(4-chlorophenyl)ethyl]-5-oxo-1,2,4-triazol-4-yl]acetate